6-Chloro-3-(((R)-1-(6-((S)-4-(4-(methoxy(methyl)carbamoyl)benzyl)-2-oxooxaolidin-3-yl)-4-methylpyridin-2-yl)ethyl)amino)picolinic acid ClC1=CC=C(C(=N1)C(=O)O)N[C@H](C)C1=NC(=CC(=C1)C)[C@H]1C(OCC1CC1=CC=C(C=C1)C(N(C)OC)=O)=O